ethyl 5-(4-iodophenyl)isoxazole-3-carboxylate IC1=CC=C(C=C1)C1=CC(=NO1)C(=O)OCC